(R)-N-(5-(5-isopropyl-1,2,4-oxadiazol-3-yl)-2,3-dihydro-1H-inden-1-yl)-2-methyl-2H-Tetrazole-5-carboxamide C(C)(C)C1=NC(=NO1)C=1C=C2CC[C@H](C2=CC1)NC(=O)C=1N=NN(N1)C